C(C)N1CC2=C(CC1)SC(=C2)B2OC(C(O2)(C)C)(C)C 5-ethyl-2-(4,4,5,5-tetramethyl-1,3,2-dioxaborolane-2-yl)-4,5,6,7-tetrahydrothieno[3,2-c]pyridine